2-chloro-N-((1-(5-fluoropyrimidin-2-yl)-1H-1,2,3-triazol-4-yl)methyl)-3-(trifluoromethyl)benzamide ClC1=C(C(=O)NCC=2N=NN(C2)C2=NC=C(C=N2)F)C=CC=C1C(F)(F)F